FC1=C(C(=O)[O-])C(=C(C(=C1F)F)F)O.C1(=CC=CC=C1)[S+](C1=CC=CC=C1)C1=CC=CC=C1 triphenyl-sulfonium 2,3,4,5-tetrafluoro-6-hydroxybenzoate